C(C1=C(C=CC=C1)N=C=O)C1=C(C=CC=C1)N=C=O 1,1'-methylenebis(2-isocyanatobenzene)